C(C)(C)(C)OC(=O)N1[C@H](C[C@H](C1)C=1C=C(C=CC1)C)C(N[C@H](C(=O)NCC1=C(C=CC(=C1)Cl)O)C)=O (2R,4S)-2-(((S)-1-((5-chloro-2-hydroxybenzyl)amino)-1-oxopropan-2-yl)carbamoyl)-4-(m-tolyl)pyrrolidine-1-carboxylic acid tert-butyl ester